N-{3-Carbamoyl-1-[4-(methylsulfamoyl)phenyl]-1H-pyrazol-4-yl}-5-piperazin-1-ylpyrazolo[1,5-a]pyrimidin-3-carboxamid C(N)(=O)C1=NN(C=C1NC(=O)C=1C=NN2C1N=C(C=C2)N2CCNCC2)C2=CC=C(C=C2)S(NC)(=O)=O